N-[(9Z)-octadec-9-enoyl]-L-histidine C(CCCCCCC\C=C/CCCCCCCC)(=O)N[C@@H](CC1=CNC=N1)C(=O)O